2-(8-((2s,5r)-2,5-dimethylpiperazin-1-yl)-5-methyl-6-oxo-5,6-dihydroimidazo[1,2-b]pyridazin-2-yl)acetonitrile C[C@@H]1N(C[C@H](NC1)C)C=1C=2N(N(C(C1)=O)C)C=C(N2)CC#N